C(C)(C)(C)OC(=O)N[C@@H]1C(CN(C1)CCCC(=O)OC)(C)C methyl 4-[(4R)-4-{[(tert-butoxy)carbonyl]amino}-3,3-dimethylpyrrolidin-1-yl]butanoate